5-(4-(4-(2,3-dihydrobenzofuran-4-yl)piperazin-1-yl)butoxy)-1,1a,3,7b-tetrahydro-2H-cyclopropa[c]quinolin-2-one O1CCC2=C1C=CC=C2N2CCN(CC2)CCCCOC=2C=CC=1C3C(C(NC1C2)=O)C3